COC1=CC=C(C=C1)C1=NOC(C1C)=O 3-(4-methoxyphenyl)-4-methyl-isoxazol-5(4H)-one